C(CCCCCCCCCCC)NCCC(=O)O.[Na] sodium N-lauryl-β-alanine